FC1=CC2=C(N(C(CO2)=O)CC#C)C=C1N1C(N(C(C1=O)=O)CCC)=S [7-Fluoro-3-oxo-4-(prop-2-yn-1-yl)-3,4-dihydro-2H-1,4-benzoxazine-6-yl]-3-propyl-2-thioxoimidazolidine-4,5-dione